2-(2-((3R,4R)-3-Amino-4-fluoropiperidin-1-yl)-5-fluoro-1H-benzo[d]imidazol-1-yl)-N-methyl-N-(2,2,2-trifluoroethyl)acetamid N[C@@H]1CN(CC[C@H]1F)C1=NC2=C(N1CC(=O)N(CC(F)(F)F)C)C=CC(=C2)F